CC1=CC=C(O1)\C=N\N1C=NN=C1 (E)-1-(5-methylfuran-2-yl)-N-(4H-1,2,4-triazol-4-yl)methanimine